methyl 6-[(3R)-3-allyl-5-oxo-morpholin-4-yl]-3-(tert-butoxycarbonylamino)-5-(trifluoromethyl)pyridine-2-carboxylate C(C=C)[C@H]1N(C(COC1)=O)C1=C(C=C(C(=N1)C(=O)OC)NC(=O)OC(C)(C)C)C(F)(F)F